Cl.NC1CCC(CC1)C(=O)O (1r,4r)-4-aminocyclohexanecarboxylate hydrochloride